N[C@H](C(=O)NC=1SC=C(N1)C1=CC(=CC=C1)C1=NN(C=C1)C)COC (S)-2-amino-3-methoxy-N-(4-(3-(1-methyl-1H-pyrazol-3-yl)phenyl)thiazol-2-yl)propanamide